1-octadecanoyl-2-(9Z-hexadecenoyl)-glycero-3-phosphoserine CCCCCCCCCCCCCCCCCC(=O)OC[C@H](COP(=O)(O)OC[C@@H](C(=O)O)N)OC(=O)CCCCCCC/C=C\CCCCCC